C(C1=CC=CC=C1)OC(CCOCCOCCOCCOCCNC([C@H](CCCCN=[N+]=[N-])N)=O)=O.COC=1C=C(C=CC1OC)C1=CC=NC=2N1N=C(C2)C(=O)N2C[C@@H](N(CC2)C(C2=CC=C(C=C2)F)=O)C (S)-(7-(3,4-dimethoxyphenyl)pyrazolo[1,5-a]pyrimidin-2-yl)(4-(4-fluorobenzoyl)-3-methylpiperazin-1-yl)methanone benzyl-(S)-18-amino-22-azido-17-oxo-4,7,10,13-tetraoxa-16-azadocosanoate